ethyl 4-[(3S)-3-hydroxy-3-(5-methylisoxazol-3-yl)but-1-ynyl]-2,6-dimethyl-7-oxo-1H-pyrrolo[2,3-c]pyridine-3-carboxylate O[C@](C#CC=1C2=C(C(N(C1)C)=O)NC(=C2C(=O)OCC)C)(C)C2=NOC(=C2)C